FC=1C=C(C(=NC1)N1C[C@@H](N(CC1)C(CCCS(=O)(=O)C1=CC=CC=2N=C(OC21)C)=O)C)C (S)-1-(4-(5-fluoro-3-methylpyridin-2-yl)-2-methylpiperazin-1-yl)-4-((2-methylbenzo[d]oxazol-7-yl)sulfonyl)butan-1-one